CC1(OC=CC1)S 2-Methyl-furanthiol